C(C)N1CCN(CCC1)[C@H](CCC)C1=NC2=CC=C(C=C2C(N1CC1=COC=C1)=O)F (R)-2-(1-(4-ethyl-1,4-diazepan-1-yl)butyl)-6-fluoro-3-(furan-3-ylmethyl)quinazolin-4(3H)-one